5-[3-(2-oxo-1,2,3,4-tetrahydroquinolin-6-yl)-1,2,4-oxadiazol-5-yl]-2-[(2,2,2-trifluoro-ethyl)amino]benzonitrile O=C1NC2=CC=C(C=C2CC1)C1=NOC(=N1)C=1C=CC(=C(C#N)C1)NCC(F)(F)F